BrC=1C(=CC(=C(C1)N1C(C(=CC=C1C(F)(F)F)C(=O)NC1=CC(=C(C=C1)OC1=C(C=NC2=CC(=C(C=C12)OC)OC)F)F)=O)C)F 1-(5-bromo-4-fluoro-2-methyl-phenyl)-N-[3-fluoro-4-[(3-fluoro-6,7-dimethoxy-4-quinolyl)oxy]phenyl]-2-oxo-6-(trifluoromethyl)pyridine-3-carboxamide